C1(CCC1)[C@@H](CNC(=O)[C@@H]1[C@@H]([C@H]2CC[C@@H]1C2)NC(=O)C=2C(=CC(=C(OC1CCC(CC1)(C(=O)O)C)C2)F)OC)C2CC2 (1S,4S)-4-(5-(((1S,2R,3S,4R)-3-(((S)-2-cyclobutyl-2-cyclopropylethyl)carbamoyl)bicyclo[2.2.1]hept-2-yl)carbamoyl)-2-fluoro-4-methoxyphenoxy)-1-methylcyclohexane-1-carboxylic acid